ClC=1C=C(C=CC1N1C(N(C=C1)C)=O)C1=C(C(=CC(=C1)F)C=1C=C(C2=C(NN=N2)C1)N1CCNCC1)O 1-(3-chloro-5'-fluoro-2'-hydroxy-3'-(4-(piperazin-1-yl)-1H-benzo[d][1,2,3]triazol-6-yl)-[1,1'-biphenyl]-4-yl)-3-methyl-1H-imidazol-2(3H)-one